CC1CN(CC(C1)C)C1=CC=C(C=C1)NCC1CCC(CC1)NC(OC(C)(C)C)=O tert-butyl ((1r,4r)-4-(((4-(3,5-dimethylpiperidin-1-yl)phenyl)amino)methyl)cyclohexyl)carbamate